6-(2,8-dimethylimidazo[1,2-a]pyridin-6-yl)-8-fluoro-2-(4-piperidinyl)imidazo[1,2-a]pyridine CC=1N=C2N(C=C(C=C2C)C=2C=C(C=3N(C2)C=C(N3)C3CCNCC3)F)C1